NC1=NC=CC(=C1C#CCN1CCCCC1)OC1=C(C=C(C=C1)NC(=O)C=1C=NN(C1C(F)(F)F)C1=NC=CC=C1F)F N-(4-((2-amino-3-(3-(piperidin-1-yl)prop-1-yne-1-yl)pyridin-4-yl)oxy)-3-fluorophenyl)-1-(3-fluoropyridin-2-yl)-5-(trifluoromethyl)-1H-pyrazole-4-carboxamide